C(C)(C)C1=C(C(=CC(=C1)C(C)C)C(C)C)NC(NC1=C(C=C(C=C1C(C)C)C(C)C)C(C)C)=S bis(2,4,6-triisopropylphenyl)thiourea